pyridobenzoOxazine O1NC=CC2=C1C1=C(C=C2)N=CC=C1